C(C)(C)(C)C1=CC=C(C=C1)C1CC(=NN1C1=CC=CC=C1)C1=CC=C(C=C1)C1=CC=CC=C1 5-(4-tert-butylphenyl)-1-phenyl-3-(4-phenylphenyl)-4,5-dihydro-1H-pyrazole